4-(3-(hydroxymethyl)pyrrolidine-1-carbonyl)-N-(3-((R)-1-(4-methyl-4H-1,2,4-triazol-3-yl)propan-2-yl)phenyl)picolinamide OCC1CN(CC1)C(=O)C1=CC(=NC=C1)C(=O)NC1=CC(=CC=C1)[C@@H](CC1=NN=CN1C)C